Cl.C[C@@]1(OC2=C(C(=C(C(=C2CC1)C)OCCCCCCN)C)C)CCC[C@@H](CCC[C@@H](CCCC(C)C)C)C 6-(((R)-2,5,7,8-tetramethyl-2-((4R,8R)-4,8,12-trimethyltridecyl)chroman-6-yl)oxy)hexan-1-amine hydrochloride